CS(=O)(=O)C=1N=NC=CC1 methanesulfonylpyridazine